C(C1=CC=CC=C1)(=O)NCC(=O)N[C@@H](CCCCNCC(CC1=NC2=CC=CC=C2N=C1)O)C(=O)O N-benzoylglycyl-N6-[2-hydroxy-3-(quinoxalin-2-yl)propyl]lysine